tert-butyl (2S)-2-[4-(ethoxycarbonyl)phenoxymethyl]pyrrolidine-1-carboxylate C(C)OC(=O)C1=CC=C(OC[C@H]2N(CCC2)C(=O)OC(C)(C)C)C=C1